C(CCCCCCCCCCC)C1=C(C=CC=C1)O.[Mg] magnesium dodecylphenol salt